[Br-].SCCCCCCCCCCCCCCCC[N+](C)(C)C (16-Mercaptohexadecyl)trimethylammonium bromide